N-[tris(hydroxymethyl)methyl]-3-amino-2-hydroxypropanesulfonic acid C(C(CS(=O)(=O)O)O)NC(CO)(CO)CO